[N+](=O)([O-])C(C(=O)[O-])C(=O)C 2-nitro-acetoacetate